N-neopentyl-benzamide C(C(C)(C)C)NC(C1=CC=CC=C1)=O